C1(CCCC1)CC1NC(N(C1=O)C1CC2(CC(C2)OC2=NC=CC=C2C(=O)N)C1)=O 2-{[(αr)-6-[4-(cyclopentylmethyl)-2,5-dioxoimidazolidin-1-yl]spiro[3.3]heptane-2-yl]oxy}pyridine-3-carboxamide